COCC(C=O)(C)C 3-methoxy-2,2-dimethylpropan-1-on